N1=CC(=CC=C1)C1C(CCN(C1)S(=O)(=O)C1=CC=C(C=C1)F)=O 5-(3-pyridinyl)-N-(4-fluorobenzenesulfonyl)-4-piperidone